Cl.COC(C1=CC=C(C=C1)C1(CC1)NC)=O.ClC1=C(C(=C(CNC(CCC)=O)C=C1)F)C#N N-(4-chloro-3-cyano-2-fluorobenzyl)butanamide methyl-4-[1-(methylamino)cyclopropyl]benzoate hydrochloride